5-(5-(difluoromethyl)-1,3,4-oxadiazol-2-yl)-N-(1-(4-fluorophenyl)-2-phenoxyethyl)pyrimidin-2-amine FC(C1=NN=C(O1)C=1C=NC(=NC1)NC(COC1=CC=CC=C1)C1=CC=C(C=C1)F)F